octahydro-7H-oxacyclohepta[2,3-C]pyrrole-7-carboxylic acid tert-butyl ester C(C)(C)(C)OC(=O)C1CCCC2C(ONC2)C1